6-cyano-1,2,3,4-naphthalenetetracarboxylic acid C(#N)C=1C=C2C(=C(C(=C(C2=CC1)C(=O)O)C(=O)O)C(=O)O)C(=O)O